C1OCC12[C@H](CC2)N2C1CN(CC2CC1)C=1C=2N(N=CC1)C=C(C2)C=2C=NN(C2)C 4-(8-((S)-2-oxaspiro[3.3]heptan-5-yl)-3,8-diazabicyclo[3.2.1]oct-3-yl)-6-(1-methyl-1H-pyrazol-4-yl)pyrrolo[1,2-b]pyridazine